Octahydro-7-methyl-1,4-methanonaphthalen-6(2H)-one CC1C(CC2C3CCC(C2C1)C3)=O